tert-butyl (2-(3-fluoro-6,12-dioxo-6,12-dihydroindolo[2,1-b]quinazoline-8-carboxamido)ethyl)carbamate FC1=CC=C2C(N3C(=NC2=C1)C(C1=CC(=CC=C13)C(=O)NCCNC(OC(C)(C)C)=O)=O)=O